pyridine-2(1H)one N1C(C=CC=C1)=O